Cl.N[C@H](C(=O)OC)CCC(=O)OC 1,5-dimethyl (2S)-2-aminopentanedioate hydrochloride